tert-butyl 4-(4-bromophenyl)-3,3-difluoropiperidine-1-carboxylate BrC1=CC=C(C=C1)C1C(CN(CC1)C(=O)OC(C)(C)C)(F)F